2-(4-fluoro-2-methylphenyl)pyrrolidine FC1=CC(=C(C=C1)C1NCCC1)C